2,5-Dioxopyrrolidin-1-yl (S)-2-((tert-butoxycarbonyl)amino)-3-(2,5-dioxo-2,5-dihydro-1H-pyrrol-1-yl)propanoate C(C)(C)(C)OC(=O)N[C@H](C(=O)ON1C(CCC1=O)=O)CN1C(C=CC1=O)=O